(S)-N-((R)-1-(naphthalen-1-yl)ethyl)pyrrolidin-3-amine dihydrochloride Cl.Cl.C1(=CC=CC2=CC=CC=C12)[C@@H](C)N[C@@H]1CNCC1